ClC1=CC(=C(C=C1)C1(OC2=C(O1)C=CC=C2C2CCN(CC2)CC=2N(C(=CN2)/C=C/C(=O)O)CC2S(CC2)(=O)=O)C)F (E)-3-(2-((4-(2-(4-chloro-2-fluorophenyl)-2-methylbenzo[d][1,3]dioxol-4-yl)piperidin-1-yl)methyl)-1-((1,1-dioxidothietan-2-yl)methyl)-1H-imidazol-5-yl)acrylic acid